O[C@]1(C[C@H]2CC[C@H]3[C@@H]4CCC[C@@H]([C@]4(CCC3[C@H]2CC1)C)[C@@H](C)NC=1C=C(C#N)C=CC1)C 3-(((1R)-1-((1S,4aS,4bR,6aR,8R,10aS,12aS)-8-hydroxy-8,12a-dimethyloctadecahydrochrysen-1-yl)ethyl)amino)benzonitrile